2-(6-{5-chloro-2-[(oxacyclohex-4-yl)amino]pyrimidin-4-yl}-1-oxo-2,3-dihydro-1H-isoindol-2-yl)-N-[(1S)-2-hydroxy-1-phenylethyl]-N-methylacetamide ClC=1C(=NC(=NC1)NC1CCOCC1)C1=CC=C2CN(C(C2=C1)=O)CC(=O)N(C)[C@H](CO)C1=CC=CC=C1